1-((1-acryloyl-3-fluoroazetidin-3-yl)methyl)-7-chloro-6-(2,3-difluoro-6-hydroxyphenyl)-4-(2-isopropyl-4-methylpyridin-3-yl)-1,4-dihydropyrido[2,3-b]pyrazine-2,3-dione C(C=C)(=O)N1CC(C1)(F)CN1C2=C(N(C(C1=O)=O)C=1C(=NC=CC1C)C(C)C)N=C(C(=C2)Cl)C2=C(C(=CC=C2O)F)F